C[C@H]1N(CO[C@H]1C1=CC=CC=C1)OC(CC)=O (4R,5S)-4-methyl-5-phenyl-3-propionyloxyoxazolidine